N-(1-cyclopropyl-1H-pyrazol-4-yl)-2-[(2-{4-[2-(dimethylamino)ethoxy]pyridin-2-yl}-5H,6H,7H-cyclopenta[d]pyrimidin-4-yl)(methyl)amino]acetamide C1(CC1)N1N=CC(=C1)NC(CN(C)C=1C2=C(N=C(N1)C1=NC=CC(=C1)OCCN(C)C)CCC2)=O